(3,4-Difluorophenyl) acetate C(C)(=O)OC1=CC(=C(C=C1)F)F